C=O methane-1-one